FC1=C(C(=CC=C1)C)N1CCC(CC1)N1C(N(C=2C(C1)=CN(N2)CCN(C)CCOC)CC2=C(C=CC=C2)C(F)(F)F)=O 5-[1-(2-Fluoro-6-methyl-phenyl)-piperidin-4-yl]-2-{2-[(2-methoxy-ethyl)-methyl-amino]-ethyl}-7-(2-trifluoromethyl-benzyl)-2,4,5,7-tetrahydro-pyrazolo[3,4-d]pyrimidin-6-on